C(C1CO1)OC1=CC=C(C=C1)C=1C(C2=CC3=CC=CC=C3C2=CC1)=O 4-(2,3-epoxypropoxy)-phenylfluorenone